BrC1=CC=C(C2=C1SC1=C2C=CC=C1)I 4-bromo-1-iododibenzo[b,d]thiophen